nicotine malate salt C(C(O)CC(=O)O)(=O)O.N1=CC=CC(=C1)C1N(C)CCC1